C1(CC1)C#CC1=NN=C(S1)NC(=O)C=1C=NC(=CC1C1=CC(=NC=C1OC)C(F)F)C1=NN(C=C1)C1OCCCC1 N-(5-(cyclopropylethynyl)-1,3,4-thiadiazol-2-yl)-2'-(difluoromethyl)-5'-methoxy-6-(1-(tetrahydro-2H-pyran-2-yl)-1H-pyrazol-3-yl)-[4,4'-bipyridine]-3-carboxamide